2-(imidazol-1-yl)-N-[(trans)-4-cyanocyclohexyl]-5H,6H,7H-cyclopenta[d]pyrimidine-4-carboxamide N1(C=NC=C1)C=1N=C(C2=C(N1)CCC2)C(=O)N[C@@H]2CC[C@H](CC2)C#N